FC1=C(C=C(C(=C1)C)F)NS(=O)(=O)C1=CNC2=CC(=CC=C12)S(=O)C N-(2,5-difluoro-4-methylphenyl)-6-(methylsulfinyl)-1H-indole-3-sulfonamide